sodium 2-ethanesulphonic acid methacrylate C(C(=C)C)(=O)[O-].CCS(=O)(=O)O.[Na+]